C1=CC=CC=2C3=CC=CC=C3C(C12)COC(=O)N[C@H](C(=O)O)CC1=CC=C(C=C1)C1=CC(=NC=C1)OC (S)-2-((((9H-fluoren-9-yl)methoxy)carbonyl)amino)-3-(4-(2-methoxypyridin-4-yl)phenyl)propanoic acid